methyl (S)-2-((2-(4-(N,N-bis(4-methoxybenzyl)sulfamoyl)-2,6-difluorophenyl)-6-fluoro-7-methylimidazo[1,2-a]pyridin-3-yl)methyl)morpholine-4-carboxylate COC1=CC=C(CN(S(=O)(=O)C2=CC(=C(C(=C2)F)C=2N=C3N(C=C(C(=C3)C)F)C2C[C@H]2CN(CCO2)C(=O)OC)F)CC2=CC=C(C=C2)OC)C=C1